CC1(OB(OC1(C)C)C1=CC=C(C=C1)CO)C [4-(4,4,5,5-tetramethyl-1,3,2-dioxaborolan-2-yl)phenyl]methanol